3-chloropropyl-triethylsilane ClCCC[Si](CC)(CC)CC